(S)-(4-(3-Fluoro-5-(piperazin-1-yl)benzoyl)piperazin-1-yl)(5-(4-fluorophenyl)-6-(pyrrolidin-3-yloxy)pyridin-3-yl)methanone hydrochloride Cl.FC=1C=C(C(=O)N2CCN(CC2)C(=O)C=2C=NC(=C(C2)C2=CC=C(C=C2)F)O[C@@H]2CNCC2)C=C(C1)N1CCNCC1